4-(naphthalen-1-yl)-1H-pyrrole-2-carboxylic acid methyl ester COC(=O)C=1NC=C(C1)C1=CC=CC2=CC=CC=C12